C(#N)C1=C(C(=O)O)C=CC(=C1)N1[C@@H]2C[C@H]([C@H](C1)C2)OCC=2C(=NOC2C2(CC2)F)C2=C(C=CC=C2Cl)Cl 2-cyano-4-[(1S,4S,5R)-5-{[3-(2,6-dichlorophenyl)-5-(1-fluorocyclopropyl)-1,2-oxazol-4-yl]methoxy}-2-azabicyclo[2.2.1]heptan-2-yl]benzoic acid